O1CC(=CC1)C1=C(C=C2C(=CN(C2=C1)CC(C)(C)C)C(C)NS(=O)(=O)C1CC1)F N-(1-(6-(2,5-dihydrofuran-3-yl)-5-fluoro-1-neopentyl-1H-indol-3-yl)ethyl)cyclopropanesulfonamide